6-bromo-N-(2-methylpyridin-4-yl)-8,9-dihydroimidazo[1',2':1,6]pyrido[2,3-d]pyrimidin-2-amine BrC1=CC2=C(N=C(N=C2)NC2=CC(=NC=C2)C)N2C1=NCC2